O=C1[C@@H]2[C@H](N([C@H](C1)CC2)CCC2=CC=CC=C2)C(=O)OCC ethyl (1S,3S,4S)-5-oxo-2-((R)-2-phenylethyl)-2-azabicyclo[2.2.2]octane-3-carboxylate